ClC=1C(=C(C=CC1F)NC1=NC=NC2=CC(=CC(=C12)OC(C)(C)C1=NC=CC=N1)C=1C=NN(C1)C)F N-(3-chloro-2,4-difluorophenyl)-7-(1-methyl-1H-pyrazol-4-yl)-5-((2-(pyrimidin-2-yl)propan-2-yl)oxy)quinazolin-4-amine